BrC(C(=O)OC(C)(C)C)(C)C tert-Butyl α-bromoisobutyrat